rac-(3R*,4R*)-4-Amino-1-cyclohexyl-piperidine-3-carboxylic acid Dimethylamide CN(C(=O)[C@@H]1CN(CC[C@H]1N)C1CCCCC1)C |r|